4-(tetrahydro-2H-pyran-4-yl)aniline O1CCC(CC1)C1=CC=C(N)C=C1